C[C@@H]1C=2C=3C=C(N=NC3NC2CCN1C1=NC=C(C=N1)N1C[C@H](NCC1)C)C1=C(C=CC=C1)O 2-[(3R)-3-methyl-4-[5-[(3R)-3-methylpiperazin-1-yl]pyrimidin-2-yl]-4,8,10,11-tetrazatricyclo[7.4.0.02,7]trideca-1(9),2(7),10,12-tetraen-12-yl]phenol